dimethyl-phenoxypentyl-phosphine bromide [Br-].CP(CCCCCOC1=CC=CC=C1)C